5-(4-tert-octylphenyl)-pyrazoline C(C)(C)(CC(C)(C)C)C1=CC=C(C=C1)C1C=CNN1